2-oxo-N-(4-piperidyl)-1,3-dihydrobenzimidazole O=C1NC2=C(N1C1CCNCC1)C=CC=C2